(3S)-3-[[(2S)-2-cyclopentyl-2-[[(2S,3S)-2-(9H-fluoren-9-ylmethoxycarbonylamino)-3-methylpentanoyl]-methylamino]acetyl]-methylamino]-4-(dimethylamino)-4-oxobutanoic acid C1(CCCC1)[C@@H](C(=O)N([C@@H](CC(=O)O)C(=O)N(C)C)C)N(C)C([C@H]([C@H](CC)C)NC(=O)OCC1C2=CC=CC=C2C=2C=CC=CC12)=O